IC=1N(C2=CC=CC(=C2C1)NC1CCC(CC1)NC(OC(C)(C)C)=O)CC(F)(F)F tert-butyl (4-((2-iodo-1-(2,2,2-trifluoroethyl)-1H-indol-4-yl)amino)cyclohexyl)carbamate